CNC(=O)OC1CCC(CC1)CN1CCN(CC1)C=1SC2=C(C(C1)=O)C=C(C=C2[N+](=O)[O-])C(F)(F)F 2-(4-(4-methylaminoformyloxy-cyclohexylmethyl)piperazin-1-yl)-6-(trifluoromethyl)-8-nitro-benzothiopyran-4-one